tert-Butyl cis-2-((2-bromo-1,3-thiazol-4-yl)methyl)-3-((methylsulfonyl)amino)pyrrolidine-1-carboxylate BrC=1SC=C(N1)C[C@@H]1N(CC[C@@H]1NS(=O)(=O)C)C(=O)OC(C)(C)C